NC1CN(CC1)C(=O)C1=CC=C(C=N1)CNC(=O)NC=1SC=C(N1)C(C)(C)C1=CC=C(C=C1)OC 1-((6-(3-aminopyrrolidine-1-carbonyl)pyridin-3-yl)methyl)-3-(4-(2-(4-methoxyphenyl)propan-2-yl)thiazol-2-yl)urea